O1C=C(C=C1)C1=CC=C2C(=N1)NC1=C2C=NC=C1 2-(furan-3-yl)-9H-pyrrolo[2,3-b:4,5-c']dipyridine